2-PHENYLIMIDAZO[1,2-A]PYRIDIN-6-YLBORONIC ACID C1(=CC=CC=C1)C=1N=C2N(C=C(C=C2)B(O)O)C1